COC(=O)C1(CCC2(C(CC3=CC=CC=C23)C[C@H](CO)C)CC1)NC1=CC(=NC=C1)Cl 4-[(2-chloropyridin-4-yl)amino]-2'-[(2R)-3-hydroxy-2-methylpropyl]-2',3'-dihydrospiro[cyclohexane-1,1'-indene]-4-carboxylic acid methyl ester